ClC1=CC=C(C=C1)C=1N=C(SC1)C(C#N)=CC=1C=NC=CC1 2-[4-(4-chlorophenyl)-1,3-thiazole-2-yl]-3-pyridine-3-yl-prop-2-enenitrile